(2R,3R)-3-chloro-1-[3-cyano-6-methyl-4-(trifluoromethyl)-2-pyridyl]-N-methyl-N-(m-tolyl)pyrrolidine-2-carboxamide Cl[C@H]1[C@H](N(CC1)C1=NC(=CC(=C1C#N)C(F)(F)F)C)C(=O)N(C=1C=C(C=CC1)C)C